ClC=1C=C(C=NC1F)C1=CN(C2=C1C(N(C=C2)CC(=O)N2CC(C2)(C)F)=O)C2CC2 3-(5-chloro-6-fluoropyridin-3-yl)-1-cyclopropyl-5-(2-(3-fluoro-3-methylazetidin-1-yl)-2-oxoethyl)-1H-pyrrolo[3,2-c]pyridin-4(5H)-one